(6-amino-5-chloro-2-methylpyrimidin-4-yl)-1lambda6-thiomorpholine-1,1-dione NC1=C(C(=NC(=N1)C)N1CCS(CC1)(=O)=O)Cl